4-Methyltetrazinylphenoxy-3,6,9,12-tetraoxopentadecane-15-carboxylic acid CN1NN=NC=C1C(CC(CCC(CCC(CCC(CCCC(=O)O)=O)=O)=O)=O)OC1=CC=CC=C1